Tert-butyl (R,E)-3-(2-((tert-butoxycarbonyl)(methyl)amino)propylidene)-2-oxopyrrolidine-1-carboxylate C(C)(C)(C)OC(=O)N([C@@H](\C=C/1\C(N(CC1)C(=O)OC(C)(C)C)=O)C)C